C(C)OC(=O)C1CCC2(CC2)CC1 spiro[2.5]octane-6-carboxylic acid ethyl ester